CS(=O)(=O)CN1N=C(C=2C=NC(=CC21)C(=O)N2CCOCCC2)C=2C=NN1C2C=NC=C1 (1-methanesulfonylmethyl-3-pyrazolo[1,5-a]pyrazin-3-yl-1H-pyrazolo[4,3-c]pyridin-6-yl)-(1,4-oxaazepan-4-yl)methanone